ClC=1C(=NC=C(C1)C(F)(F)F)C(=O)NC(NC1=C(C=C(C=C1NC1CC1)C)Cl)=O 3-chloro-N-((2-chloro-6-(cyclopropylamino)-4-methylphenyl)carbamoyl)-5-(trifluoromethyl)picolinamide